OC=1C=CC=C2C=C(C(=NC12)C)C=1C(=C(O[Al]OC2=CC=CC=C2)C=CC1)C=1C(=NC2=C(C=CC=C2C1)O)C bis(8-hydroxy-2-methylquinolyl)-diphenoxyaluminum